rac-8,9-difluoro-1-(methylamino)-1,5-dihydro-2H-pyrano[3,4-c]isoquinolin-6(4H)-one FC=1C(=CC=2C3=C(NC(C2C1)=O)COC[C@@H]3NC)F |r|